C(C)N([Si](N(CC)CC)(N(CC)CC)N(CC)CC)CC octaethylsilanetetramine